BrCC1=C(C(=O)OC)C=C(C=C1C(F)(F)F)C=O Methyl 2-(bromomethyl)-5-formyl-3-(trifluoromethyl)benzoate